3-bromo-5-methylpyridin-2(1H)-one BrC=1C(NC=C(C1)C)=O